[C@@H]12CNC[C@H]2C1NC(=O)NC1=CC=C(C=C1)OC(F)(F)F 1-((1R,5S,6r)-3-azabicyclo[3.1.0]hexan-6-yl)-3-(4-(trifluoromethoxy)phenyl)urea